C(C1=CC=CC=C1)OC1=NC(=CC=C1C1=NN(C2=CC(=CC=C12)N1CC(C1)NC(OC(C)(C)C)=O)C)OCC1=CC=CC=C1 tert-Butyl N-[1-[3-(2,6-dibenzyloxy-3-pyridyl)-1-methyl-indazol-6-yl]azetidin-3-yl]carbamate